ClC1=C(C=C(C(=C1)F)OC)C1=CC=2N(C(N(C(C2S1)=O)C=1C=NC=C2C=CC=NC12)=O)CCC#N 3-(6-(2-chloro-4-fluoro-5-methoxyphenyl)-3-(1,6-naphthyridin-8-yl)-2,4-dioxo-3,4-dihydrothieno[3,2-d]pyrimidin-1(2H)-yl)propionitrile